C(C)(=O)O[C@]1(C(CO)=O)CC([C@H]2[C@@H]3CCC4=CC(OC[C@]4(C)[C@H]3CC[C@]12C)=O)=O hydroxy-3,15,20-trioxo-2-oxapregn-4-en-17-yl acetate